(S)-Methyl 5-amino-4-(4-hydroxy-1-oxoisoindolin-2-yl)-5-oxopentanoate NC([C@H](CCC(=O)OC)N1C(C2=CC=CC(=C2C1)O)=O)=O